(1S,5S,7R)-3-Acetyl-1,5-diallyl-4-hydroxy-6,6-dimethyl-7-(3-methylbut-2-en-1-yl)bicyclo[3.3.1]non-3-en-2,9-dion C(C)(=O)C=1C([C@]2(C[C@H](C([C@@](C1O)(C2=O)CC=C)(C)C)CC=C(C)C)CC=C)=O